3-[4-[2-[(4,4-dimethyl-2,6-dioxocyclohexylidene)methylamino]ethyl]piperazin-1-yl]-1-phenylpyrrolidine-2,5-dione CC1(CC(C(C(C1)=O)=CNCCN1CCN(CC1)C1C(N(C(C1)=O)C1=CC=CC=C1)=O)=O)C